BrC=1C=C2N=CC(=NC2=CC1)C(=O)O 6-bromoquinoxaline-2-carboxylic acid